(2,4,5-trifluorophenyl)methanol FC1=C(C=C(C(=C1)F)F)CO